C1(CC1)C1=NC(=NO1)C1=CC2=C(C(CO2)N)C=C1 6-(5-cyclopropyl-1,2,4-oxadiazol-3-yl)-2,3-dihydro-1-benzofuran-3-amine